C(N)(ON1CC(C(CC1)CO)(F)F)=O (3,3-difluoro-4-(hydroxymethyl) piperidin-1-yl) carbamate